FC(C(=O)O)(F)F.C1N(CC12CNC2)C2=CC=C1C(=N2)NC(=N1)C1=C(C2=C(NC1=O)SC=C2)N 5-(5-(2,6-diazaspiro[3.3]heptan-2-yl)-3H-imidazo[4,5-b]pyridin-2-yl)-4-aminothieno[2,3-b]pyridin-6(7H)-one trifluoroacetate